1-[(3R)-3-[[6-[(6-methoxy-2-methyl-3,4-dihydro-1H-isoquinolin-7-yl)amino]pyrazolo[3,4-d]pyrimidin-1-yl]methyl]-1-piperidyl]ethan-1-one COC=1C=C2CCN(CC2=CC1NC1=NC=C2C(=N1)N(N=C2)C[C@H]2CN(CCC2)C(C)=O)C